CC1C2CCCCCCCCCC(C(C1)=C=O)C2 12-methyl-14-carbonylbicyclo[9.3.1]pentadecane